(S)-6-(((1-(1-(difluoromethyl)cyclopropyl)-1H-1,2,3-triazol-4-yl)(5-methylthiazol-4-yl)methyl)amino)-4-(neopentylamino)quinoline-3,8-dicarbonitrile FC(C1(CC1)N1N=NC(=C1)[C@H](C=1N=CSC1C)NC=1C=C2C(=C(C=NC2=C(C1)C#N)C#N)NCC(C)(C)C)F